C(#C)C1=C(C=CC=C1)OCCC(C)C 1-Ethynyl-2-isopentyloxybenzene